BrC=1N=C(N(C1)CC1=C(C=CC=C1)OC)C=1C=CC(=NC1)C(F)(F)F 5-(4-bromo-1-(2-methoxybenzyl)-1H-imidazol-2-yl)-2-(trifluoromethyl)pyridine